O[C@H]1[C@@H](CN(CC1)CC#N)[C@@H]1N2C(C3=CC=CC=C13)=CN=C2 2-((3S,4R)-4-hydroxy-3-((S)-5H-imidazo[5,1-a]isoindol-5-yl)piperidin-1-yl)acetonitrile